trans-4-amino-1-[6-(3-cyano-5,6-difluoro-2-hydroxyphenyl)-3-(3,5-difluorophenyl)quinolin-4-yl]piperidine-3-carbonitrile N[C@H]1[C@@H](CN(CC1)C1=C(C=NC2=CC=C(C=C12)C1=C(C(=CC(=C1F)F)C#N)O)C1=CC(=CC(=C1)F)F)C#N